(Boc)-L-alanine cyclobutyl ester C1(CCC1)OC([C@@H](NC(=O)OC(C)(C)C)C)=O